FC1(OC2=C(O1)C=CC(=C2)C2CCN(CC2)C(=O)C2CC1(C2)NC(OC1)=O)F (2s,4s)-2-(4-(2,2-difluorobenzo[d][1,3]dioxol-5-yl)piperidine-1-carbonyl)-7-oxa-5-azaspiro[3.4]octan-6-one